2-isopropoxy-6-[2-(trimethylsilyl)ethynyl]pyridine C(C)(C)OC1=NC(=CC=C1)C#C[Si](C)(C)C